[OH-].[Na+].N1=C(N)N=C(N)N=C1N cyanuramide compound with sodium hydroxide